5-(4-fluorobenzylidene)-3-hexyl-1-methyl-2-selenoxoimidazolidin-4-one FC1=CC=C(C=C2C(N(C(N2C)=[Se])CCCCCC)=O)C=C1